COC=1C=C(CN2C(N3C(C4=C2C=C(C=N4)N4CCOCC4)=NC(C3)CC(C)(C)C)=O)C=C(C1)OC 6-(3,5-dimethoxybenzyl)-2-(2,2-dimethylpropyl)-8-(morpholin-4-yl)-2,6-dihydroimidazo[1,2-c]pyrido[2,3-e]pyrimidin-5(3H)-one